cis-ethyl 8-((4-fluoro-3-methylphenyl)carbamoyl)-7,10a-dimethyl-3a,4,10,10a-tetrahydro-1H,7H-dipyrrolo[3,4-b:3',4'-f][1,4,5]oxathiazocine-2(3H)-carboxylate 5,5-dioxide FC1=C(C=C(C=C1)NC(=O)C=1N(C=C2C1OC[C@@]1([C@H](NS2(=O)=O)CN(C1)C(=O)OCC)C)C)C